NCCC[Si](OCCOC)(OCCOC)OCCOC γ-aminopropyltris(2-methoxyethoxy)silane